CC1=CC=CC(=N1)C1=NC=2N(C(=C1)NC1=C3C(=NC=C1)NC(=C3)C#C[C@H](C)O)N=CC2 (S)-4-(4-((5-(6-methylpyridin-2-yl)pyrazolo[1,5-a]pyrimidin-7-yl)amino)-1H-pyrrolo[2,3-b]pyridin-2-yl)but-3-yn-2-ol